ClC1=C(C=C(C(=O)N(C)[C@@H](C)C2=NNC(C3=CC(=C(C=C23)F)F)=O)C=C1F)F (S)-4-chloro-N-(1-(6,7-difluoro-4-oxo-3,4-dihydrophthalazin-1-yl)ethyl)-3,5-difluoro-N-methylbenzamide